2,5,6-trichlorobenzimidazole ClC=1NC2=C(N1)C=C(C(=C2)Cl)Cl